5-Fluoro-4-[3-(1-hydroxyethyl)-4-methyl-5-oxo-4,5-dihydro-1H-1,2,4-triazol-1-yl]-N-(2-methylphenyl)-2-(pent-2-yloxy)benzamide FC=1C(=CC(=C(C(=O)NC2=C(C=CC=C2)C)C1)OC(C)CCC)N1N=C(N(C1=O)C)C(C)O